4-(1,1-dimethylethyl)phenyl-2-methylpropionaldehyde CC(C)(C)C1=CC=C(C=C1)C(C=O)(C)C